3-iodo-1-(4-methylphenyl)sulfonylpyrrolo[2,3-b]pyridine-5-carbaldehyde IC1=CN(C2=NC=C(C=C21)C=O)S(=O)(=O)C2=CC=C(C=C2)C